C(C)(C)(CC)O tertiary pentanol